N-(6-methoxy-2-methylpyridin-3-yl)-2-((2-methylpyridin-3-yl)amino)-4-(trifluoromethyl)benzamide COC1=CC=C(C(=N1)C)NC(C1=C(C=C(C=C1)C(F)(F)F)NC=1C(=NC=CC1)C)=O